O1CCC(CC1)N1CCN(CC1)C=1C=C(N)C=CC1 3-[4-(tetrahydro-pyran-4-yl)-piperazin-1-yl]-aniline